NC=1C2=C(N=CN1)N(C=C2C2=CC=C(C=1N2C=C(N1)F)NC(=O)NC1=CC(=C(C=C1)CN1CCN(CC1)C)C(F)(F)F)C1CC1 1-(5-(4-AMINO-7-CYCLOPROPYL-7H-PYRROLO[2,3-D]PYRIMIDIN-5-YL)-2-FLUOROIMIDAZO[1,2-A]PYRIDIN-8-YL)-3-(4-((4-METHYLPIPERAZIN-1-YL)METHYL)-3-(TRIFLUOROMETHYL)PHENYL)UREA